C1(=CC=CC2=CC=CC=C12)C1=C(N)C=CC=C1 2-(1-naphthyl)aniline